2-(2-fluoro-4-sulfamoylphenyl)-2-methylpropanoic acid FC1=C(C=CC(=C1)S(N)(=O)=O)C(C(=O)O)(C)C